C(\C=C\C=C\CCC)O (E,E)-2,4-OCTADIEN-1-OL